phenyl-N-ethoxycarbonyl-S-methylsulphoximide C1(=CC=CC=C1)S(=O)(=NC(=O)OCC)C